methyl-ammonium distearate C(CCCCCCCCCCCCCCCCC)(=O)[O-].C(CCCCCCCCCCCCCCCCC)(=O)[O-].C[NH3+].C[NH3+]